BrC1=C2C(C(N(C2=CC=C1C)CC)=O)(F)F 4-Bromo-1-ethyl-3,3-difluoro-5-methylindolin-2-one